1-((3-fluorophenyl)sulfonyl)piperazine FC=1C=C(C=CC1)S(=O)(=O)N1CCNCC1